Cl.COC([C@@H](N)CCSC)=O L-methionine methyl ester HCl salt